6-methyl-2,4-bis(3-nitrophenyl)-1,2,3,4-tetrahydropyrimidine-5-carboxylic acid methyl ester COC(=O)C=1C(NC(NC1C)C1=CC(=CC=C1)[N+](=O)[O-])C1=CC(=CC=C1)[N+](=O)[O-]